Cl.FC=1C=C(C=CC1)C1=NC(=NO1)C=1C=C(CNCC(=O)O)C=CC1 (3-(5-(3-fluorophenyl)-1,2,4-oxadiazol-3-yl)benzyl)glycine hydrochloride